1-(4-methylphenyl)-N,N-dimethylamine CC1=CC=C(C=C1)CNC